N-((4-(6-(6-(difluoromethyl)imidazo[1,2-b]pyridazin-3-yl)pyrimidin-4-yl)-1-isopropyl-3-methylpiperazin-2-yl)methyl)methanesulfonamide FC(C=1C=CC=2N(N1)C(=CN2)C2=CC(=NC=N2)N2C(C(N(CC2)C(C)C)CNS(=O)(=O)C)C)F